(3R,3'R)-4,4'-(1-(1H-pyrazol-3-yl)-1H-pyrazolo[3,4-b]pyridine-4,6-diyl)bis(3-methylmorpholine) N1N=C(C=C1)N1N=CC=2C1=NC(=CC2N2[C@@H](COCC2)C)N2[C@@H](COCC2)C